(2,4-difluorophenyl)-5-(pyridin-4-yloxy)isoindolin-1-one FC1=C(C=CC(=C1)F)N1C(C2=CC=C(C=C2C1)OC1=CC=NC=C1)=O